(R)-N-(2-(2-(benzyloxy)-4-fluorophenyl)-2-((triethylsilyl)oxy)ethyl)butan-1-amine C(C1=CC=CC=C1)OC1=C(C=CC(=C1)F)[C@H](CNCCCC)O[Si](CC)(CC)CC